C1(CCCCCCC1)NC(CCNC(C(=C)C)=O)=O N-[3-(cyclooctylamino)-3-oxo-propyl]-2-methyl-prop-2-enamide